CC([C@@H](C(=O)OC)NC(=O)C1=NNC(=C1)C1=CC(=CC=C1)C=1OC(=CN1)C(NC(CC)CC)=O)C (S)-Methyl 3-Methyl-2-(5-(3-(5-(Pentan-3-Ylcarbamoyl)Oxazol-2-Yl)Phenyl)-1H-Pyrazole-3-Carboxamido)Butanoate